S(=O)(=O)(O)CC(C)=O Sulfopropanone